5H-indolo[3,2,1-de]phenazine C1=CC=CC2=C1N1C3=C2CC=CC3=NC=3C=CC=CC13